tert-butyl 4-(3,4-dihydro-2H-pyrido[4,3-b][1,4]oxazin-8-yl)piperidine-1-carboxylate O1C2=C(NCC1)C=NC=C2C2CCN(CC2)C(=O)OC(C)(C)C